N-(6-(4-((6-cyanopyridin-3-yl)methoxy)phenyl)-9H-purin-2-yl)cyclopropylcarboxamide C(#N)C1=CC=C(C=N1)COC1=CC=C(C=C1)C1=C2N=CNC2=NC(=N1)NC(=O)C1CC1